C12(CC3CC(CC(C1)C3)C2)CNCOC(C2=CC(=CC=C2)O)=O ((((adamantan-1-yl) methyl) amino) methyl)-3-hydroxybenzoate